S(=O)(=O)(O)O.C(=CC1=CC=CC=C1)OC=CC1=CC=CC=C1 styryl ether sulfate